(3S,10R)-7-((2S,5R)-4-acryloyl-2,5-dimethylpiperazin-1-yl)-9-chloro-3-((4-methylpiperazin-1-yl)methyl)-10-(naphthalen-1-yl)-2,3-dihydro-5H-[1,4]oxazino[2,3,4-ij]quinazolin-5-one C(C=C)(=O)N1C[C@@H](N(C[C@H]1C)C1=NC(N2C3=C(C(=C(C=C13)Cl)C1=CC=CC3=CC=CC=C13)OC[C@@H]2CN2CCN(CC2)C)=O)C